NC1=NC=2C3=C(C(CC2C=N1)(C)C)C(=NN3C3OCCCC3)C(=O)NC=3SC=C(N3)CC(=O)O [2-({[8-amino-4,4-dimethyl-1-(tetrahydro-2H-pyran-2-yl)-4,5-dihydro-1H-pyrazolo[4,3-H]quinazolin-3-yl]carbonyl}amino)-1,3-thiazol-4-yl]ethanoic acid